ClC1=CN=NC=C1C1=C(C=CC(=C1)Cl)N1N=NC(=C1)Cl 4-chloro-5-(5-chloro-2-(4-chloro-1H-1,2,3-triazol-1-yl)phenyl)pyridazin